4-heptyl-2,5-dimethoxybenzaldehyde C(CCCCCC)C1=CC(=C(C=O)C=C1OC)OC